COC1=CC=C(CN2N=CC(N2)(C(=O)O)C2=CC=3CC4=CC(=CC=C4C3C=C2)C2=NN(N=C2)CC2=CC=C(C=C2)OC)C=C1 2-(4-methoxybenzyl)-4-(7-(2-(4-methoxybenzyl)-2H-1,2,3-triazol-4-yl)-9H-fluoren-2-yl)-2H-1,2,3-triazole-4-carboxylic acid